CC1=CC=C(CN2C(N(C3=C2C=CC=C3)C(CC3=CC=C(C=C3)C)CNS(=O)(=O)C(F)(F)F)=NC(OC(C)(C)C)=O)C=C1 tert-butyl (1-(4-methylbenzyl)-3-(1-(p-tolyl)-3-((trifluoromethyl)sulfonamido)propan-2-yl)-1,3-dihydro-2H-benzo[d]imidazol-2-ylidene)carbamate